N-(4-(4-amino-3-(3-fluoro-4-((4-methylpyrimidin-2-yl)oxy)phenyl)-7-(1H-imidazol-4-yl)thieno[3,2-c]pyridin-2-yl)phenyl)methacrylamide NC1=NC=C(C2=C1C(=C(S2)C2=CC=C(C=C2)NC(C(=C)C)=O)C2=CC(=C(C=C2)OC2=NC=CC(=N2)C)F)C=2N=CNC2